5-Undecanone CCCCC(CCCCCC)=O